COC1=C(CN(C2=NC(=NN3C2=NC=C3CN3C[C@H](N(CC3)C(=O)OC(C)(C)C)C)OC(C)CCC)CC3=C(C=C(C=C3)OC)OC)C=CC(=C1)OC Tert-butyl (2R)-4-((4-(bis(2,4-dimethoxybenzyl)amino)-2-(pent-2-yloxy)imidazo[2,1-f][1,2,4]triazin-7-yl)methyl)-2-methylpiperazin-1-carboxylate